C(#N)C1=CC(=CC=2N=C(OC21)C=2C(=C(C=CC2)C2=C(C(=CC=C2)C=2OC1=C(N2)C=C(C(=C1)OC(F)F)CN1[C@@H](CCC1)C(=O)O)C)C)CN1CC(CC1)(C)F ((2-(3'-(7-cyano-5-((3-fluoro-3-methylpyrrolidin-1-yl)methyl)benzo[d]oxazol-2-yl)-2,2'-dimethyl-[1,1'-biphenyl]-3-yl)-6-(difluoromethoxy)benzo[d]oxazol-5-yl)methyl)-L-proline